COC1=C(C=CC=C1)C1=C(NC=2C3=C(CCC12)C=CC=C3)C(=O)O 3-(2-methoxyphenyl)-4,5-dihydro-1H-benzo[g]indole-2-carboxylic acid